C(CCC)OCCOCCOCCN 2-[2-(2-Butoxyethoxy)-ethoxy]-ethylamin